C1(=CC=CC=C1)C1=C(C(=NN=N1)C1=C(C=CC=C1)C1=C(C=CC=2SC3=C(C21)C=CC=C3)C3=C(C(=CC=2C1=CC=CC=C1CC32)C)C)C3=CC=CC=C3 (diphenyltriazinyl)[(dimethylfluoreneyl)dibenzothiophenyl]benzene